phenyl-(4-phenylthio-phenyl)methanone C1(=CC=CC=C1)C(=O)C1=CC=C(C=C1)SC1=CC=CC=C1